Octan-8-one CCCCCCCC=O